4-[cyclopropyl-[4-(5,6,7,8-tetrahydro-1,8-naphthyridin-2-yl)butyl]amino]-2-[(4,4-difluorocyclohexanecarbonyl)amino]butanoic acid C1(CC1)N(CCC(C(=O)O)NC(=O)C1CCC(CC1)(F)F)CCCCC1=NC=2NCCCC2C=C1